CN1C(C(=CC2=C(C=CC=C12)N1C=2C=NC(=NC2N(CC1)C)C=1C=CC(=NC1)C(=O)NCC#CC1=CC=2C(=NC=CC2O1)C1C(NC(CC1)=O)=O)C)=O 5-(5-(1,3-dimethyl-2-oxo-1,2-dihydroquinolin-5-yl)-8-methyl-5,6,7,8-tetrahydropteridin-2-yl)-N-(3-(4-(2,6-dioxopiperidin-3-yl)furo[3,2-c]pyridin-2-yl)prop-2-yn-1-yl)picolinamide